ClC1=NC2=NC=CC=C2C=C1 2-chloronaphthyridine